C(#N)CC(C1CCCC1)N([C@@H](CC1=CC=CC=C1)C(=O)O)C(C)=O (S)-2-cyano-1-cyclopentyl-ethyl-acetyl-L-phenylalanine